FC1=C(C=CC=C1)[C@@H]1N(CCCC1)C1=C(C(=O)N[C@H](C)\C=C\S(=O)(=O)C)C=CC=C1 ((R)-2-(2-fluorophenyl)piperidin-1-yl)-N-((R,E)-4-(methylsulfonyl)but-3-en-2-yl)benzamide